C(C)(C)(C)OC(=O)N(CCCCCCN1C(=CC=2C1=NC(=CC2)Br)C2=NC1=C(N2C)C(=CC(=C1)C(=O)OC)OC)C(=O)OC(C)(C)C methyl 2-[1-[6-[bis(tert-butoxycarbonyl)amino]hexyl]-6-bromo-pyrrolo[2,3-b]pyridin-2-yl]-7-methoxy-1-methyl-benzimidazole-5-carboxylate